ClC1=CC(=C(C=C1)CN1C[C@H]2[C@@H]([C@H]1C)CN(C2)C2=C(C(N(C1=CC=C(N=C21)Cl)C)=O)C#N)O 4-[(3aR,4R,6aR)-5-[(4-chloro-2-hydroxy-phenyl)methyl]-4-methyl-1,3,3a,4,6,6a-hexahydropyrrolo[3,4-c]pyrrol-2-yl]-6-chloro-1-methyl-2-oxo-1,5-naphthyridine-3-carbonitrile